[Si](C)(C)(C(C)(C)C)OCC=1C=C(CNC1)C1=NC=C(C=C1)F 5-(((tert-butyldimethylsilyl)oxy)methyl)-3-(5-fluoropyridin-2-yl)-1H-pyridine